2-(1-(Fluoromethyl)-6-oxo-1,6-dihydropyridazin-3-yl)-5-((5-methoxypyridin-2-yl)methoxy)-isoindolin-1-one FCN1N=C(C=CC1=O)N1C(C2=CC=C(C=C2C1)OCC1=NC=C(C=C1)OC)=O